9-Cyclopropylpyrido[2,3-b]phenazin-5,12-dion C1(CC1)C1=CC=C2N=C3C(C4=C(C(C3=NC2=C1)=O)N=CC=C4)=O